ClC=1C=CC2=C(CCC=3C(=NC=CC3)C2=C2CCN(CC2)CC(COC2=CC=C(C=C2)C2=CC(=CC(=C2)C(=O)O)C2=CC=C(C=C2)OC(F)(F)F)O)C1 4-(3-(4-(8-chloro-5,6-dihydro-11H-benzo[5,6]cyclohepta[1,2-b]pyridin-11-ylidene)piperidin-1-yl)-2-hydroxypropoxy)-4''-(trifluoromethoxy)-[1,1':3',1''-terphenyl]-5'-carboxylic acid